tris((2,6-dimethylheptan-4-yl)oxy)(o-tolyl)silane CC(C)CC(CC(C)C)O[Si](C1=C(C=CC=C1)C)(OC(CC(C)C)CC(C)C)OC(CC(C)C)CC(C)C